sodium bistrimethylsilyl-amide C[Si](C)(C)[N-][Si](C)(C)C.[Na+]